2-Fluorocyclopropanecarboxamide FC1C(C1)C(=O)N